FC1=CC=C(C(=O)NC(C)C2=NC=3CCCN(C3C=C2)C2=NC(=NC=C2)C(F)(F)F)C=C1 4-fluoro-N-(1-{5-[2-(trifluoromethyl)pyrimidin-4-yl]-5,6,7,8-tetrahydro-1,5-naphthyridin-2-yl}ethyl)benzamide